[Si](C1=CC=CC=C1)(C1=CC=CC=C1)(C(C)(C)C)O[C@H]1[C@H]2[C@@H](N([C@@H](C1)C2)C(=O)OC(C)(C)C)CO tert-Butyl (1R,3R,4R,5R)-5-((tert-butyldiphenylsilyl)oxy)-3-(hydroxymethyl)-2-azabicyclo[2.2.1]heptane-2-carboxylate